1-isopropyl-2-oxo-1,2-dihydroquinoline-3-carboxylic acid C(C)(C)N1C(C(=CC2=CC=CC=C12)C(=O)O)=O